1-(pyridin-2-yl)propan-1-amine dihydrochloride Cl.Cl.N1=C(C=CC=C1)C(CC)N